5-(furan-3-yl)-6-((1-methylazetidin-3-yl)oxy)pyridin-2-amine O1C=C(C=C1)C=1C=CC(=NC1OC1CN(C1)C)N